N(=C=O)CCCC(C)N=C=O 1-isocyanatomethyl-3-isocyanato-butane